C(=O)C=1C(=NN(C1)C)C(=O)OCC ethyl 4-formyl-1-methyl-1H-pyrazole-3-carboxylate